FC1=C(C=CC(=C1)F)C1C(NC=2C=C(C=C(C2C1=O)C(=O)OC)F)C1CNCC1 methyl 3-(2,4-difluorophenyl)-7-fluoro-4-oxo-2-(pyrrolidin-3-yl)-2,3-dihydro-1H-quinoline-5-carboxylate